FC=1C=C(C=CC1F)NC(=O)C=1C(=NC=CC1)NCC1=CC(=CC=C1)C1=CNC2=NC=CC=C21 N-(3,4-difluorophenyl)-2-{[3-(1H-pyrrolo[2,3-b]pyridin-3-yl)benzyl]amino}pyridine-3-carboxamide